FC1=CC=C(C=C1)C1CC(N(C=C1)S(=O)(=O)C1=CC=C(C)C=C1)=O 4-(4-fluorophenyl)-1-tosyl-3,4-dihydropyridin-2(1H)-one